OC=1C(C(=CN2N3[C@@]4(C=C[C@@H](N(C(C21)=O)C3)C)COCC4)C(=O)NCC4=C(C=C(C=C4F)F)F)=O (1'S,3S,5'S)-8'-hydroxy-5'-methyl-7',9'-dioxo-N-(2,4,6-trifluorobenzyl)-4,5,7',9'-tetrahydro-2H,5'H-spiro[furan-3,2'-[1,6]methanopyrido[1,2-b][1,2,5]triazonine]-10'-carboxamide